2-(4-Fluorophenyl)-1H,4'H-spiro[isoquinoline-4,1'-naphthalene]-1,3,4'(2H)-trione FC1=CC=C(C=C1)N1C(C2=CC=CC=C2C2(C=CC(C3=CC=CC=C23)=O)C1=O)=O